FCC(CO)O 3-fluoro-1,2-propanediol